N-(2-hydroxyethyl)-N,N-dimethyl-2,3-bis(tetradecyloxy)-1-propylammonium bromide [Br-].OCC[N+](C)(C)CC(COCCCCCCCCCCCCCC)OCCCCCCCCCCCCCC